C(C=C)(=O)[Mn].[Zn].[Cu] copper zinc alloyl-manganese